OC1=CC(=C(C=C1)C(\C=C\C1=CC=C(C=C1)OC)=O)C (E)-1-(4-Hydroxy-2-methylphenyl)-3-(4-methoxyphenyl)prop-2-en-1-one